FC=1C=C(CC=2C=NN(C2)C(=O)N[C@@H]2C(N(C3=C(OC2)C=CC(=C3)OCC3=NC=C(C=C3)F)C)=O)C=CC1 (S)-4-(3-fluorobenzyl)-N-(7-((5-fluoropyridin-2-yl)methoxy)-5-methyl-4-oxo-2,3,4,5-tetrahydrobenzo[b][1,4]oxazepin-3-yl)-1H-pyrazole-1-carboxamide